ClC1=C(C=C(OCC(=O)N[C@H]2CC[C@@H](N(C2)C(=O)OC(C)(C)C)C=2OC(=NN2)S(=O)(=O)C)C=C1)F tert-butyl (2R,5S)-5-[2-(4-chloro-3-fluorophenoxy) acetamido]-2-(5-methanesulfonyl-1,3,4-oxadiazol-2-yl)piperidine-1-carboxylate